N-(N-(4-(4-Methyl-6-oxo-1,4,5,6-tetrahydropyridazine-3-yl)-2-nitrophenyl)amidino)methanesulfonamide CC1C(=NNC(C1)=O)C1=CC(=C(C=C1)NC(=N)NS(=O)(=O)C)[N+](=O)[O-]